tert-butyl (2-(2-(2-(((2S,4R)-4-hydroxy-1-(3-methyl-2-(3-methylisoxazol-5-yl)butanoyl)pyrrolidine-2-carboxamido)methyl)-5-(4-methylthiazol-5-yl)phenoxy)ethoxy)ethyl)(methyl)carbamate O[C@@H]1C[C@H](N(C1)C(C(C(C)C)C1=CC(=NO1)C)=O)C(=O)NCC1=C(OCCOCCN(C(OC(C)(C)C)=O)C)C=C(C=C1)C1=C(N=CS1)C